CCOP(=O)([O-])OCC The molecule is a dialkyl phosphate having ethyl as the alkyl group; major microspecies at pH 7.3 It is a conjugate base of a diethyl hydrogen phosphate.